C(CC)C1=NC(=CC=2C3=C(C=CC(=C3NC12)OC)C1=C(C=CC=C1)Br)F 1-propyl-3-fluoro-5-(2-bromophenyl)-8-methoxy-beta-carboline